BrC(C1=CC=CC=C1)N=C=O Bromobenzyl isocyanate